N-{4-[7-(Cyclopropylmethyl)-5-methyl-4-oxo-3-phenyl-4,5-dihydro-1H-pyrrolo[3,2-c]pyridin-2-yl]pyridin-2-yl}-2-(4-fluorophenyl)propanamid C1(CC1)CC=1C2=C(C(N(C1)C)=O)C(=C(N2)C2=CC(=NC=C2)NC(C(C)C2=CC=C(C=C2)F)=O)C2=CC=CC=C2